5-[3-fluoro-5-isobutyl-2-(2H-tetrazol-5-yl)phenyl]-2-(pyridazin-3-ylmethyl)-1,3,3a,4,6,6a-hexahydropyrrolo[3,4-c]pyrrole FC=1C(=C(C=C(C1)CC(C)C)N1CC2C(C1)CN(C2)CC=2N=NC=CC2)C=2N=NNN2